(S)-N-(2-chloro-6-fluorophenyl)-5-fluoro-6-(5-(2-hydroxypropan-2-yl)-1-methyl-1H-1,2,4-triazol-3-yl)-2-((1,1,1-trifluoropropan-2-yl)oxy)nicotinamide ClC1=C(C(=CC=C1)F)NC(C1=C(N=C(C(=C1)F)C1=NN(C(=N1)C(C)(C)O)C)O[C@H](C(F)(F)F)C)=O